C(C)(C)(C)OC(=O)N1[C@@H](CCC1)C#C (S)-2-ethynylpyrrolidine-1-carboxylic acid tert-butyl ester